BrC1=C(C(=C(C(=C1CCC)Br)O)C1C(CCC(=C1)C)C(=C)C)O 3,5-dibromo-5'-methyl-2'-(prop-1-en-2-yl)-4-propyl-1',2',3',4'-tetrahydro-[1,1-biphenyl]-2,6-diol